2-hydroxyquinolin-8-yl (3S)-4-(N,3-dicyclohexyl-D-alanyl)-3-[(thiophen-2-ylmethyl)carbamoyl]piperazine-1-carboxylate C1(CCCCC1)N[C@H](CC1CCCCC1)C(=O)N1[C@@H](CN(CC1)C(=O)OC=1C=CC=C2C=CC(=NC12)O)C(NCC=1SC=CC1)=O